1-((3S,5R)-1-acryloyl-5-(methoxymethyl)pyrrolidin-3-yl)-3-((6-fluoro-3,4-dimethylquinolin-7-yl)ethynyl)-5-(methylamino)-1H-pyrazole-4-carboxamide C(C=C)(=O)N1C[C@H](C[C@@H]1COC)N1N=C(C(=C1NC)C(=O)N)C#CC1=C(C=C2C(=C(C=NC2=C1)C)C)F